O=C1OC2=C(C=CC=C2C=C1)C(=O)NC1=CC(=NC=C1)S(=O)(=O)Cl 4-(2-oxo-2H-chromene-8-carboxamido)pyridine-2-sulfonyl chloride